methyl 1-(2-ethoxy-2-oxoethyl)-2-oxocyclopropan-1-formate C(C)OC(CC1(C(C1)=O)C(=O)OC)=O